5-amino-1-(4-aminophenyl)-1,3,3-trimethylindane NC=1C=C2C(CC(C2=CC1)(C)C1=CC=C(C=C1)N)(C)C